CC1=C(C=2N(C(=N1)N1CCC3(CC1)[C@@H](C1=CC=CC=C1C3)N)C=CN2)C=2C(=NC=CC2)C(F)(F)F (S)-1'-(7-methyl-8-(2-(trifluoromethyl)pyridin-3-yl)imidazo[1,2-c]pyrimidin-5-yl)-1,3-dihydrospiro[indene-2,4'-piperidine]-1-amine